CN1CCC2=CC3=C(C=C2[C@H]1[C@H]4C5=C(C6=C(C=C5)OCO6)C(=O)O4)OCO3 The molecule is a benzylisoquinoline alkaloid that is 6-methyl-5,6,7,8-tetrahydro[1,3]dioxolo[4,5-g]isoquinoline which is substituted at the 5-pro-S position by a (6R)-8-oxo-6,8-dihydrofuro[3,4-e][1,3]benzodioxol-6-yl group. A light-sensitive competitive antagonist of GABAA receptors. It was originally identified in 1932 in plant alkaloid extracts and has been isolated from Dicentra cucullaria, Adlumia fungosa, Fumariaceae, and several Corydalis species. It has a role as an agrochemical, a central nervous system stimulant, a GABA-gated chloride channel antagonist, a neurotoxin and a GABAA receptor antagonist. It is an isoquinoline alkaloid, a member of isoquinolines and a benzylisoquinoline alkaloid.